di(4-methylphenyl)thiourea CC1=CC=C(C=C1)NC(NC1=CC=C(C=C1)C)=S